(3-(2-amino-3-fluoro-5-(methylcarbamoyl)phenyl)propyl)carbamic acid tert-butyl ester C(C)(C)(C)OC(NCCCC1=C(C(=CC(=C1)C(NC)=O)F)N)=O